CC(CCO)=C=CCCC 3-methylocta-3,4-dien-1-ol